(2-fluorobenzyl)-3-(2-(pyridin-2-yl)vinyl)-1H-indazole FC1=C(CN2N=C(C3=CC=CC=C23)C=CC2=NC=CC=C2)C=CC=C1